C(C)(C)(C)OC(=O)N(C=1C=2N(N=C(C1)SC1CCN(CC1)C(=O)OC(C)(C)C)C(=CN2)C(C)C)CC2=C(C=CC=C2)OC(F)(F)F tert-butyl 4-((8-((tert-butoxycarbonyl)(2-(trifluoromethoxy)benzyl)amino)-3-isopropylimidazo[1,2-b]pyridazin-6-yl)thio)piperidine-1-carboxylate